1-(3-(((4,4-bis(octyloxy)butanoyl)oxy)methyl)-5-(((4-(((2-(pyrrolidin-1-yl)ethyl)carbamoyl)oxy)decanoyl)oxy)methyl)benzyl) 7-(3-pentyloctyl) heptanedioate C(CCCCCC(=O)OCCC(CCCCC)CCCCC)(=O)OCC1=CC(=CC(=C1)COC(CCC(CCCCCC)OC(NCCN1CCCC1)=O)=O)COC(CCC(OCCCCCCCC)OCCCCCCCC)=O